[Si](C1=CC=CC=C1)(C1=CC=CC=C1)(C(C)(C)C)OCCCCCCCCCCOC1=CC=C(C2=CC=CC=C12)C(=O)C1=CN(C2=CC=CC=C12)CCCCC (4-((10-((tert-butyldiphenylsilyl)oxy)decyl)oxy)naphthalen-1-yl)(1-pentyl-1H-indol-3-yl)methanone